(S)-4-(2-(4-bromo-2-fluorophenyl)acetamido)-3-((oxetan-2-ylmethyl)amino)benzoic acid methyl ester COC(C1=CC(=C(C=C1)NC(CC1=C(C=C(C=C1)Br)F)=O)NC[C@H]1OCC1)=O